(R)-1-(4-ethynylphenyl)-2-morpholinoethan-1-amine C(#C)C1=CC=C(C=C1)[C@H](CN1CCOCC1)N